COC(=O)C1CCNC2(CC2C(=O)C2=NN(C(=C2)C2=CC(=NC=C2F)C2CC2)COCC[Si](C)(C)C)C1 [5-(2-cyclopropyl-5-fluoropyridin-4-yl)-1-{[2-(trimethylsilyl)ethoxy]methyl}pyrazole-3-carbonyl]-4-azaspiro[2.5]octane-7-carboxylic acid methyl ester